BrC1=CC(=C2N=C(C(NC2=C1)=O)CC)F 7-bromo-3-ethyl-5-fluoro-1H-quinoxalin-2-one